CC1C(O1)OCCC[Si](OC)(OC)OC (gamma-2,3-epoxypropoxy)propyl-trimethoxysilane